FC=1C=CC(=C(C=N[S@](=O)C(C)(C)C)C1)OC (R)-N-(5-fluoro-2-methoxybenzylidene)-2-methylpropane-2-sulfinamide